(3S)-3-{[6-chloro-8-(methoxycarbonyl)pyrido[3,2-d]pyrimidin-4-yl]amino}piperidine-1-carboxylic acid tert-butyl ester C(C)(C)(C)OC(=O)N1C[C@H](CCC1)NC=1C2=C(N=CN1)C(=CC(=N2)Cl)C(=O)OC